NC1=NC(=C(C=2N1C(N(N2)C2CC1=CC=C(C=C1C2)N)=O)C2=CC(=NC(=C2)C)C)C2=CC=CC=C2 5-amino-2-(5-aminoindan-2-yl)-8-(2,6-dimethyl-4-pyridinyl)-7-phenyl-[1,2,4]triazolo[4,3-c]pyrimidin-3-one